5-chloro-N-(3-chloro-5-methanesulfonamidophenyl)-1-{5-fluoro-3-[(5-fluoropyridin-3-yl)methoxy]pyridin-2-yl}-1H-pyrrole-3-carboxamide ClC1=CC(=CN1C1=NC=C(C=C1OCC=1C=NC=C(C1)F)F)C(=O)NC1=CC(=CC(=C1)NS(=O)(=O)C)Cl